[N-](S(=O)(=O)C(F)(F)F)S(=O)(=O)C(F)(F)F.C(C)[N+](C)(C)CCOC ethyl(2-methoxyethyl)dimethylammonium bis(trifluoromethanesulfonyl)imide